C(C)C1=C(C2=C(C(=NO2)NC2=CC(=CC=C2)C(F)(F)F)C=C1)C#CC1=CN=C2N1N=CC=C2 6-ethyl-7-(imidazo[1,2-b]pyridazin-3-ylethynyl)-N-(3-(trifluoromethyl)phenyl)benzo[d]isoxazol-3-amine